1-O-benzyl-L-serine C(C1=CC=CC=C1)OC([C@@H](N)CO)=O